5-(6-acetylaminopyridin-3-ylsulfonylamino)-1,3-thiazole-4-carboxylic acid C(C)(=O)NC1=CC=C(C=N1)S(=O)(=O)NC1=C(N=CS1)C(=O)O